N1C(=O)NC(=O)CC1=O racemic-barbituric acid